4-(8-methyl-6-(7-methyl-[1,2,4]triazolo[4,3-b]pyridazin-6-yl)-5,6,7,8-tetrahydro-1,6-naphthyridin-3-yl)morpholine CC1CN(CC=2C=C(C=NC12)N1CCOCC1)C=1C(=CC=2N(N1)C=NN2)C